C(C1=CC=CC=C1)OCCCCCCS(=O)(=O)Cl 6-(benzyloxy)hexane-1-sulfonyl chloride